2-Ethyl 2-[[2-[2-[4-chloro-2-(4-piperidyl) phenyl]thiazol-4-yl]acetyl]amino]-2-methyl-propanoate ClC1=CC(=C(C=C1)C=1SC=C(N1)CC(=O)NC(C(=O)OCC)(C)C)C1CCNCC1